[NH4+].FC1=C(COC2=CC=C(C=C2)C2=NOC(=C2)[C@@H]([C@@](CN2N=CN=C2)(O)C2=C(C=C(C=C2)F)F)C)C=CC(=C1)C#N (2R,3R)-3-(3-(4-(2-fluoro-4-cyanobenzyloxy)phenyl)isoxazol-5-yl)-2-(2,4-difluorophenyl)-1-(1H-1,2,4-triazol-1-yl)butan-2-ol ammonium